FC=1C(=CC2=C(SC=C2)C1)C=O 6-fluorobenzo[b]thiophene-5-carbaldehyde